4-((7'-((1R,3R)-3-hydroxycyclohexyl)-6'-oxo-6',7'-dihydrospiro[cyclopropane-1,5'-pyrrolo[2,3-d]pyrimidin]-2'-yl)amino)-N-methylbenzenesulfonamide O[C@H]1C[C@@H](CCC1)N1C(C2(C3=C1N=C(N=C3)NC3=CC=C(C=C3)S(=O)(=O)NC)CC2)=O